ClC1=C(C(=CC=C1)Cl)NC(=O)NCC=1SC=C2C1CN(C2=O)C2C(NC(CC2)=O)=O 1-(2,6-dichlorophenyl)-3-((5-(2,6-dioxopiperidin-3-yl)-4-oxo-5,6-dihydro-4H-thieno[3,4-c]pyrrol-1-yl)methyl)urea